N-(2-cyanoethyl)-N-phenylthiourea C(#N)CCN(C(=S)N)C1=CC=CC=C1